C=C1C=2C=3C=CC=CC3CC2C(C=C1)=C 5,8-dimethylenefluorene